2-chloro-3-fluoro-4-(4,5-dioxaborolan-2-yl)-phenylamine ClC1=C(C=CC(=C1F)C1BOOC1)N